C(C1=CC=CC=C1)OC1=NC(=CC=C1C1=NN(C2=CC(=CC=C12)N1CCC(CC1)CN1CC2(C1)CCN(CC2)C(=O)OC(C)(C)C)C)OCC2=CC=CC=C2 tert-butyl 2-((1-(3-(2,6-bis(benzyloxy)pyridin-3-yl)-1-methyl-1H-indazol-6-yl) piperidin-4-yl) methyl)-2,7-diazaspiro[3.5]nonane-7-carboxylate